4-(benzyloxy)-N-[2-methoxy-5-(pyridin-3-yl)phenyl]benzamide C(C1=CC=CC=C1)OC1=CC=C(C(=O)NC2=C(C=CC(=C2)C=2C=NC=CC2)OC)C=C1